C(C1=CC=CC=C1)(=O)OCC(CO)O 2,3-dihydroxypropyl benzoate